2-ethoxycarbonyldiazene C(C)OC(=O)N=N